ClC=1C=C(C=CC1F)NC(=O)C=1C=2CC[C@@H](C2C(=CC1)F)NC1=NC=CC(=N1)C1=NC=CC=C1 (S)-N-(3-chloro-4-fluorophenyl)-7-fluoro-1-((4-(pyridin-2-yl)pyrimidin-2-yl)amino)-2,3-dihydro-1H-indene-4-carboxamide